(1r,5s)-3-(7-bromo-2-chloro-6-(trifluoromethyl)quinazolin-4-yl)-3,8-diazabicyclo[3.2.1]Octane-8-carboxylic acid tert-butyl ester C(C)(C)(C)OC(=O)N1[C@H]2CN(C[C@@H]1CC2)C2=NC(=NC1=CC(=C(C=C21)C(F)(F)F)Br)Cl